(2S,3S,4R,5R)-5-(6-((2-chloro-5-methylbenzyl)amino)-2-(5-chloropyridin-3-yl)-9H-purin-9-yl)-3,4-dihydroxyl-N-vinyltetrahydrofuran-2-formamide ClC1=C(CNC2=C3N=CN(C3=NC(=N2)C=2C=NC=C(C2)Cl)[C@H]2[C@@H]([C@@H]([C@H](O2)C(=O)NC=C)O)O)C=C(C=C1)C